Methyl (1S,4R)-4-[[[(5S)-3-(3,5-difluorophenyl)-5-vinyl-4H-1,2-oxazol-5-yl]carbonyl]amino]-cyclopent-2-ene-1-carboxylate FC=1C=C(C=C(C1)F)C1=NO[C@@](C1)(C=C)C(=O)N[C@H]1C=C[C@H](C1)C(=O)OC